ClC1=C(C(C2=C(NC(=N2)C2=CC(=CC=C2)F)C1=O)=O)N1C(OCC1)=O 6-chloro-2-(3-fluorophenyl)-5-(2-oxooxazolidin-3-yl)-1H-benzo[d]imidazole-4,7-dione